tetra-dimethyl-pyrazole phosphate P(=O)(O)(O)O.CC1=CC(=NN1)C.CC1=CC(=NN1)C.CC1=CC(=NN1)C.CC1=CC(=NN1)C